NC1=CC(=C(C(=N1)C1=C(C=C2C(=NC(=NC2=C1F)OCC1N(CC(C1)F)C)N1C(CN(CC1)C(C=C)=O)C)Cl)C(F)(F)F)C 1-(4-(7-(6-amino-4-methyl-3-(trifluoromethyl)pyridin-2-yl)-6-chloro-8-fluoro-2-((4-fluoro-1-methylpyrrolidin-2-yl)methoxy)quinazolin-4-yl)-3-methylpiperazin-1-yl)prop-2-en-1-one